tert-butyl (1-((2S,3S)-5-chloro-6-fluoro-3-methyl-2-phenyl-4-(4,4,5,5-tetramethyl-1,3,2-dioxaborolan-2-yl)-2,3-dihydrobenzofuran-2-yl)ethyl)carbamate ClC=1C(=CC2=C([C@@H]([C@](O2)(C2=CC=CC=C2)C(C)NC(OC(C)(C)C)=O)C)C1B1OC(C(O1)(C)C)(C)C)F